(5-(1-(2-methoxyethyl)-1H-pyrazol-3-yl)-8-(methylamino)-2,7-naphthyridin-3-yl)cyclopropanecarboxamide COCCN1N=C(C=C1)C1=C2C=C(N=CC2=C(N=C1)NC)C1(CC1)C(=O)N